CC1(NCC1N1CCC(CC1)N1N=CC(=C1C)C=1C=C(C=2N(C1)N=CC2C#N)OC)C 6-(1-[1-[2,2-Dimethylazetidin-3-yl]piperidin-4-yl]-5-methylpyrazol-4-yl)-4-methoxypyrazolo[1,5-a]pyridine-3-carbonitrile